2-cyclobutyl-N-(4-methyl-3-(4-methyloxazol-2-yl)phenyl)propanamide C1(CCC1)C(C(=O)NC1=CC(=C(C=C1)C)C=1OC=C(N1)C)C